C1(CC1)C1=C(C=C(\C=N\[S@](=O)C(C)(C)C)C=C1)F (R,E)-N-(4-cyclopropyl-3-fluorobenzylidene)-2-methylpropane-2-sulfinamide